FC1(CC(C1)COC1=C(C=CC(=C1F)F)[C@H]1[C@@H](O[C@@]([C@@H]1C)(C(F)(F)F)C)C(=O)NC1=CC(=NC=C1)C(=O)N)F 4-[[(2R,3S,4R,5S)-3-[2-[(3,3-Difluorocyclobutyl)methoxy]-3,4-difluoro-phenyl]-4,5-dimethyl-5-(trifluoromethyl)tetrahydrofuran-2-carbonyl]amino]pyridin-2-carboxamid